COC([C@H](CC1=CC=C(C=C1)N1C(N(C2=C1C=C(C(=C2)Cl)Cl)C)=O)N)=O (S)-2-amino-3-(4-(5,6-dichloro-3-methyl-2-oxo-2,3-dihydro-1H-benzo[d]imidazol-1-yl)phenyl)propionic acid methyl ester